ClC1=C(C(=CC=C1)C#N)C1=NC=C(C(=N1)OC)C(=O)N (2-chloro-6-cyanophenyl)-4-methoxypyrimidine-5-carboxamide